ClC=1C=C(C=C(C1)B1OC(C(O1)(C)C)(C)C)[C@H]1N(CC(OC1)(C)C)C(C=C)=O (R)-1-(5-(3-chloro-5-(4,4,5,5-tetramethyl-1,3,2-dioxaborolan-2-yl)phenyl)-2,2-dimethylmorpholino)prop-2-en-1-one